COC(C1=C(C=C(C=C1)[N+](=O)[O-])CBr)=O 2-(bromomethyl)-4-nitrobenzoic acid methyl ester